1,3-dimethyl-3-phospholene-1-oxide CP1(CC(=CC1)C)=O